(5-aminopentyl)triethoxysilane NCCCCC[Si](OCC)(OCC)OCC